(1S,3R)-3-acetylamino-N-(4-(5-cyano-2,2-dimethyl-2,3-dihydro-1H-pyrrolizin-7-yl)pyridin-2-yl)cyclohexane-1-carboxamide C(C)(=O)N[C@H]1C[C@H](CCC1)C(=O)NC1=NC=CC(=C1)C=1C=C(N2CC(CC12)(C)C)C#N